(3,4-difluorophenyl)(methyl)((4-(5-(trifluoromethyl)-1,2,4-oxadiazol-3-yl)phenyl)imino)-λ6-sulfanone FC=1C=C(C=CC1F)S(=O)(=NC1=CC=C(C=C1)C1=NOC(=N1)C(F)(F)F)C